NCCCN(CCO)CCO 2-[3-aminopropyl(2-hydroxyethyl)amino]ethanol